C1(CC1)COC1=CC(=C2C(NC(=NC2=C1)CS[C@@H]1CC[C@H](CC1)NC(=O)C1CC1)=O)F N-((trans)-4-(((7-(Cyclopropylmethoxy)-5-fluoro-4-oxo-3,4-dihydroquinazolin-2-yl)methyl)thio)cyclohexyl)cyclopropanecarboxamide